NCCOCCOC1=C2CN(C(C2=CC=C1)=O)C1C(NC(CC1)=O)=O 3-{4-[2-(2-aminoethoxy)ethoxy]-1-oxo-2,3-dihydro-1H-isoindol-2-yl}piperidine-2,6-dione